5-(3-fluoranyl-4-oxidanyl-phenyl)dithiole-3-thione FC=1C=C(C=CC1O)C1=CC(SS1)=S